hydroxyl-isobutylene OCC(C)=C